(Z)-5-((1-phenyl-1H-pyrrol-3-yl)methylene)thiazolidine-2,4-dione C1(=CC=CC=C1)N1C=C(C=C1)\C=C/1\C(NC(S1)=O)=O